C(CC)N1C(CC=2C1=CC=1CC(N(C1C2)CCC)=O)=O 1,5-dipropyl-5,7-dihydropyrrolo[2,3-f]indole-2,6(1H,3H)-dione